OC[C@H]1O[C@H]([C@@H]([C@H]([C@@H]1O)O)O)OC1=CC=C(C=C1)CO (2R,3S,4S,5R,6S)-2-Hydroxymethyl-6-(4-hydroxymethyl-phenoxy)-tetrahydro-pyran-3,4,5-triol